FC1=CC=C(CC2=CC3=C(OC[C@@H](N3C(=O)OC(C)(C)C)C)N=C2C(NCCOC)=O)C=C1 tert-butyl (S)-7-(4-fluorobenzyl)-6-((2-methoxyethyl) carbamoyl)-2-methyl-2,3-dihydro-1H-pyrido[2,3-b][1,4]oxazine-1-carboxylate